6-(cyclopropanecarboxamido)-4-((5-(cyclopropanecarboxamido)-3'-methoxy-[2,4'-bipyridin]-2'-yl)amino)-N-(methyl-d3)nicotinamide C1(CC1)C(=O)NC1=NC=C(C(=O)NC([2H])([2H])[2H])C(=C1)NC1=NC=CC(=C1OC)C1=NC=C(C=C1)NC(=O)C1CC1